[Hf+4].C1(=CC=CC=C1)[N-]C1=CC=CC=C1.C1(=CC=CC=C1)[N-]C1=CC=CC=C1.C1(=CC=CC=C1)[N-]C1=CC=CC=C1.C1(=CC=CC=C1)[N-]C1=CC=CC=C1 (diphenylamide) hafnium